(1-(2-(1H-pyrrole-3-yl)ethyl)-7-ethoxy-6-methoxy-3,4-dihydroisoquinolin-2(1H)-yl)(morpholino)methanone N1C=C(C=C1)CCC1N(CCC2=CC(=C(C=C12)OCC)OC)C(=O)N1CCOCC1